2-((1R,6R)-6-aminocyclohex-3-en-1-yl)-3,5-dichloro-N-(thiazol-2-ylmethyl)thieno[3,2-b]pyridin-7-amine N[C@@H]1CC=CC[C@H]1C1=C(C2=NC(=CC(=C2S1)NCC=1SC=CN1)Cl)Cl